CC=1SC(=C(N1)C1=CC=CC=C1)OC1=CC(=NC=C1)NC=1C=CC(=NC1)C(C)(C)O 2-(5-((4-((2-Methyl-4-phenylthiazol-5-yl)oxy)pyridin-2-yl)amino)pyridin-2-yl)propan-2-ol